tert-butyl [(1R)-1-{3-[(2R or S)-2-cyclopropyl-1,1-difluoro-2-hydroxypropyl]phenyl}ethyl]carbamate C1(CC1)[C@@](C(F)(F)C=1C=C(C=CC1)[C@@H](C)NC(OC(C)(C)C)=O)(C)O |o1:3|